CN1N=C(C=2C=NC(=CC21)C21CCN(C1CCCC2)C)C 1,3-dimethyl-6-(1-methyl-3,4,5,6,7,7a-hexahydro-2H-indol-3a-yl)pyrazolo[4,3-c]pyridine